ClC=1C(=CC(=C(C1)S(=O)(=O)NC=1SC(=CN1)F)F)NCCCCNC[C@@H](C)NC 5-chloro-2-fluoro-N-(5-fluoro-1,3-thiazol-2-yl)-4-[(4-{[(2R)-2-(methylamino)propyl]-amino}butyl)amino]benzenesulfonamide